4-amino-7-fluoro-N-((4S)-7-methoxy-3,4-dihydro-1H-2-benzo-pyran-4-yl)-N,1-dimethyl-1H-pyrazolo[4,3-c]quinoline-8-carboxamide NC1=NC=2C=C(C(=CC2C2=C1C=NN2C)C(=O)N(C)[C@@H]2COCC1=C2C=CC(=C1)OC)F